C1(=CC=CC=C1)N(C1=CC=C(C=C1)C=1C(=C(C=CC1N)C1=CC=C(C=C1)N)C1=CC=C(C=C1)N(C1=CC=CC=C1)C=1C=C(C=CC1)C)C=1C=C(C=CC1)C bis-[4-(phenyl-m-tolyl-amino)-phenyl]-biphenyl-4,4'-diamine